F[C@@H]1SC2=C(O[C@@H](C1)C)C(=CC(=C2)C(=O)O)F.C2OC1=CSC=C1OC2 3,4-Ethylenedioxythiophene (cis)-4,9-difluoro-2-methyl-3,4-dihydro-2H-benzo[b][1,4]oxathiepine-7-carboxylate